C(C)OC=1C=CC(=NC1)C=1N(C(=NN1)C1CC(C1)NC(=O)C1=NN(C=C1)C)C1=C(C=CC=C1)F N-((1S,3r)-3-(5-(5-ethoxypyridin-2-yl)-4-(2-fluorophenyl)-4H-1,2,4-triazol-3-yl)cyclobutyl)-1-methyl-1H-pyrazole-3-carboxamide